C(C=C)OC1=CC(=CC2=C1OC(O2)(C2=CC=CC=C2)C2=CC=CC=C2)C(=O)O 7-(allyloxy)-2,2-diphenylbenzo[d][1,3]-dioxole-5-carboxylic acid